NC1=CC=C(C=C1)CCN1[C@@H](O[C@@H](C1=O)C)C=1C(=NN(C1)C1=CC=C(C=C1)Br)C1=NC=C(C=C1)F (2S,5R)-3-(4-aminophenyl-ethyl)-2-(1-(4-bromophenyl)-3-(5-fluoropyridin-2-yl)-1H-pyrazol-4-yl)-5-methyl-oxazolidin-4-one